racemic-2-(4-chlorophenyl)-2-((3-(2-hydroxy-ethoxy)-5-methoxyphenyl)amino)-1-(4-methyl-6-(trifluoromethyl)indolin-1-yl)-ethanone ClC1=CC=C(C=C1)[C@H](C(=O)N1CCC2=C(C=C(C=C12)C(F)(F)F)C)NC1=CC(=CC(=C1)OC)OCCO |r|